7-((5-(5-azaspiro[2.5]octane-5-carbonyl)pyridin-2-yl)(cyclopropyl)amino)-2-methyl-[1,2,4]triazolo[4,3-a]pyridin-3(2H)-one C1CC12CN(CCC2)C(=O)C=2C=CC(=NC2)N(C2=CC=1N(C=C2)C(N(N1)C)=O)C1CC1